CC1(CCC(CC1)CC(=O)OC[C@H]1O[C@@]([C@@H]2OC(O[C@@H]21)(C)C)(C#N)C2=CC=C1C(=NC=NN12)N)C ((3aR,4R,6R,6aR)-6-(4-aminopyrrolo[2,1-f][1,2,4]triazin-7-yl)-6-cyano-2,2-dimethyltetrahydrofuro[3,4-d][1,3]dioxol-4-yl)methyl 2-(4,4-dimethylcyclohexyl)acetate